3-nitro-1,2-benzoxazine [N+](=O)([O-])C=1NOC2=C(C1)C=CC=C2